C(C)OC(=O)C=1C=NN(C1)C(CC1CC1)C1=CC=CC=C1 1-(2-cyclopropyl-1-phenylethyl)-1H-pyrazole-4-carboxylic acid ethyl ester